((6-(1-methyl-1H-pyrazol-5-yl) pyridin-2-yl) methyl) carbamate C(N)(OCC1=NC(=CC=C1)C1=CC=NN1C)=O